CC=1C=2N(C=C(N1)C)N=C(C2)C=2N=C1N(CC2)C=C(N=C1)C1CCNCC1 2-(4,6-dimethylpyrazolo[1,5-a]pyrazin-2-yl)-7-(piperidin-4-yl)-4H-pyrazino[1,2-a]pyrimidin